4-phenyl-2,4,6-trimethyl-1,3-dioxane C1(=CC=CC=C1)C1(OC(OC(C1)C)C)C